ClC1=CC=C2C(=N1)N=C(N2)CC=2N=C1N(C(=CC=C1N)C1=C(C=C(C=C1)OC)Cl)C2 2-({5-chloro-1H-imidazo[4,5-b]pyridin-2-yl}methyl)-5-(2-chloro-4-methoxyphenyl)imidazo[1,2-a]pyridin-8-amine